Cl.C[C@H]1N(CCN(C1)C)C(=O)OC=1C=C2C(=NC=NC2=CC1OC)NC1=C(C(=CC=C1)Cl)F 4-[(3-chloro-2-fluorophenyl)amino]-7-methoxyquinazolin-6-yl (2R)-2,4-dimethylpiperazine-1-carboxylate hydrochloride